COC1=CC=C(CN(C=2C=C3C(=CN2)N(C(=C3)C=3C(=NC=NC3OC([2H])([2H])[2H])OC([2H])([2H])[2H])C(=O)OC(C)(C)C)CC3=CC=C(C=C3)OC)C=C1 tert-butyl 5-(bis(4-methoxybenzyl) amino)-2-(4,6-bis(methoxy-d3) pyrimidin-5-yl)-1H-pyrrolo[2,3-c]pyridine-1-carboxylate